tert-Butyl (2-(2-(bromomethyl)-4-fluorophenoxy)ethyl)carbamate BrCC1=C(OCCNC(OC(C)(C)C)=O)C=CC(=C1)F